C(CC)OC(CCCCCCCC)O propoxynonanol